[C@H]1(CC[C@@H](CC1)C(=C)C)C cis-mentha-8-ene